N12CCCN=C2NCCC1 1,5,7-triazabicyclo[4.4.0]deca-5-Ene